C12COCC(CNC1)N2C(=O)[O-] 3-oxa-7,9-diazabicyclo[3.3.1]Nonane-9-carboxylate